6-Chloro-N-((7-(3,3-dimethylbutyl)-7-azadispiro[2.1.35.13]nonan-1-yl)methyl)pyridazin-3-amine ClC1=CC=C(N=N1)NCC1CC12CC1(CN(C1)CCC(C)(C)C)C2